Cl.N[C@@H](CC1=CC=C(C=C1)O)C(=O)O L-tyrosine HCl salt